2,3,4,5,6-pentamethoxy-glucosamine CO[C@@]1(C(O)O[C@@]([C@]([C@@]1(O)OC)(O)OC)(C(O)OC)OC)N